BrC1=CC=CC=2C=3N(C(=NC12)N[C@H]1CNCC1)N=C(N3)C3=CC=C(C=C3)OC (3R)-3-{[7-bromo-2-(4-methoxyphenyl)[1,2,4]triazolo[1,5-c]quinazolin-5-yl]amino}pyrrolidin